rac-tert-Butyl (3R,4R)-3-fluoro-4-((4-((S)-3-(5-(trifluoromethyl)pyridin-2-yl)morpholino)-7H-pyrrolo[2,3-d]pyrimidin-7-yl)methyl)piperidine-1-carboxylate F[C@H]1CN(CC[C@@H]1CN1C=CC2=C1N=CN=C2N2[C@H](COCC2)C2=NC=C(C=C2)C(F)(F)F)C(=O)OC(C)(C)C |r|